[Ni](=[Se])(=S)=S nickel selenide sulfide-sulfide